FC(C)(F)C1(CC1)C#CC1=CC=CC2=C1CN(CCN2C2=NC=1N(C3=CC=CC(=C23)F)C(=NN1)C)C 5-[6-[2-[1-(1,1-difluoroethyl)cyclopropyl]ethynyl]-4-methyl-3,5-dihydro-2H-1,4-benzodiazepin-1-yl]-6-fluoro-1-methyl-[1,2,4]triazolo[4,3-a]quinazoline